(S)-2-(4-(6-(4-cyano-2-fluorobenzyloxy)pyridin-2-yl)-3-fluorobenzyl)-1-((tetrahydrofuran-2-yl)methyl)-1H-benzo[d]imidazole-6-carboxylic acid C(#N)C1=CC(=C(COC2=CC=CC(=N2)C2=C(C=C(CC3=NC4=C(N3C[C@H]3OCCC3)C=C(C=C4)C(=O)O)C=C2)F)C=C1)F